4-[(E)-(3-bromo-1-naphthalenyl)(methoxyimino)methyl]-5-hydroxy-2,6-dimethyl-3(2H)-pyridazinone BrC=1C=C(C2=CC=CC=C2C1)\C(\C=1C(N(N=C(C1O)C)C)=O)=N/OC